Methylaminomethyl-methyl-diethoxysilane CNC[Si](OCC)(OCC)C